triglycerol dicaprate OC(=O)CCCCCCCCC.OC(=O)CCCCCCCCC.OCC(O)CO.OCC(O)CO.OCC(O)CO